[NH-][N] amidyl-nitrogen